[Au].[Pt].[Au] gold-platinum-gold